4-(6-(2-chloropyrimidin-5-yl)-7-((2-(trimethylsilyl)ethoxy)methyl)-7H-pyrrolo[2,3-d]pyrimidin-4-yl)morpholine ClC1=NC=C(C=N1)C1=CC2=C(N=CN=C2N2CCOCC2)N1COCC[Si](C)(C)C